3-(methoxymethyl)oxetane-3-carboxylic acid COCC1(COC1)C(=O)O